C(N)(O[C@H]1C(N(C[C@@H](C1)F)C(=O)C=1C=C(C=2N(C1)N=C(C2C)C=2N(C1=CC(=CC=C1C2)C(C)=O)CC2CC2)OC)C(C)(C)C)=O Tert-butyl-((3R,5R)-1-(2-(6-acetyl-1-(cyclopropylmethyl)-1H-indol-2-yl)-4-methoxy-3-methylpyrazolo[1,5-a]pyridine-6-carbonyl)-5-fluoropiperidin-3-yl) carbamate